(4-Methoxy-3-propionylpyrazolo[1,5-a]pyridin-5-yl)carbamic acid tert-butyl ester C(C)(C)(C)OC(NC1=C(C=2N(C=C1)N=CC2C(CC)=O)OC)=O